C(C1=CC=CC=C1)N1CC=C(C=C1)NSC(C(=O)OC)C 1-benzyl-4-((1-methoxy-1-oxopropane-2-yl)thio)aminopyridine